6,7-dimethoxy-2-methyl-N-[1-{5-[2-(1H-pyrazol-4-yl)phenyl]thiophen-2-yl}ethyl]quinazolin-4-amine COC=1C=C2C(=NC(=NC2=CC1OC)C)NC(C)C=1SC(=CC1)C1=C(C=CC=C1)C=1C=NNC1